N-(tert-butoxycarbonyl)-O-butyltyrosine C(C)(C)(C)OC(=O)N[C@@H](CC1=CC=C(C=C1)OCCCC)C(=O)O